Cl.Cl.CC1=C(C(=O)OC([2H])([2H])C2=CC=C(C=C2)[C@H](C(=O)NC=2C=C3C=CN=C(C3=CC2)[2H])C([2H])([2H])N)C=CC(=C1)C (S)-(4-(3-amino-1-((isoquinolin-6-yl-1-d)amino)-1-oxopropan-2-yl-3,3-d2) phenyl)methyl-d2 2,4-dimethylbenzoate dihydrochloride